C1(CC1)C=1C=C2C(C(N(C2=CC1)CC(=O)NC(CCC(=O)OC)(C)C)=O)(C)C methyl 4-(2-(5-cyclopropyl-3,3-dimethyl-2-oxoindolin-1-yl) acetamido)-4-methylpentanoate